ClC1=NC=C(C=N1)S(=O)(=O)N1C=CC=C1C1=CC=CC=C1 1-(2-chloropyrimidine-5-sulfonyl)-5-phenyl-pyrrole